FC=1C=C(OCC=2N=C3N(C=C(C=N3)C=3C=NC(=CC3)F)C2)C=CC1 2-[(3-fluorophenoxy)methyl]-6-(6-fluoro-3-pyridinyl)imidazo[1,2-a]pyrimidine